7-[2-[[7-chloro-2-(2,2,2-trifluoroacetyl)-3,4-dihydro-1H-isoquinolin-6-yl]amino]-5-(trifluoromethyl)pyrimidin-4-yl]-4-methyl-1,1-dioxo-2,3-dihydrothieno[2,3-f][1,4]thiazepin-5-one ClC1=C(C=C2CCN(CC2=C1)C(C(F)(F)F)=O)NC1=NC=C(C(=N1)C1=CC2=C(C(N(CCS2(=O)=O)C)=O)S1)C(F)(F)F